S=C1SCC(N1)=O 2-thioxo-thiazolidin-4-one